CC1CNCCOC(C(C(C(CC(C1)C)C)=O)(C)C)=O 6,8,10,12,12-pentamethyl-1-oxa-4-azacyclotridecane-11,13-dione